[Si](C1=CC=CC=C1)(C1=CC=CC=C1)(C(C)(C)C)OCC(CSC(C)=O)C=1C=NC=CC1 thioacetic acid S-(3-((tert-butyldiphenylsilyl) oxy)-2-(pyridin-3-yl) propyl) ester